(5-fluoro-6-(3-((1,1,1-trifluoropropan-2-yl)oxy)azetidin-1-yl)pyridin-3-yl)(4-(5-methyloxazolo[4,5-b]pyridin-2-yl)piperazin-1-yl)methanone FC=1C=C(C=NC1N1CC(C1)OC(C(F)(F)F)C)C(=O)N1CCN(CC1)C=1OC=2C(=NC(=CC2)C)N1